CC1(CCC2=C(C=CO2)[C@H]1N[S@](=O)C(C)(C)C)C (R)-N-((S)-5,5-dimethyl-4,5,6,7-tetrahydrobenzofuran-4-yl)-2-methylpropane-2-sulfinamide